C1=CC=C(C=C1)N(C2=CC=C(C=C2)Br)C3=CC=C(C=C3)Br Dibromotriphenylamine